ClC=1SC(=CC1[C@@H](C)N(C([O-])=O)C1=C(N=NN1C)C1=NC=C(C=C1)[N+](=O)[O-])Cl (R)-1-(2,5-dichlorothiophen-3-yl)ethyl(1-methyl-4-(5-nitropyridin-2-yl)-1H-1,2,3-triazol-5-yl)carbamate